ClC1=CC(=C(C(=C1)C(F)(F)F)NC(=O)NS(=O)(=O)C1=NN(C=C1)C(C)C)C N-((4-chloro-2-methyl-6-(trifluoromethyl)phenyl)carbamoyl)-1-isopropyl-1H-pyrazole-3-sulfonamide